lithium bis(trifluoromethyl-sulfimide) FC(F)(F)S=N.FC(F)(F)S=N.[Li]